7-(5-acetyl-2-(4-fluoro-2,6-dimethylphenoxy)phenyl)-5-methylthieno[3,2-c]pyridin-4(5H)-one C(C)(=O)C=1C=CC(=C(C1)C=1C2=C(C(N(C1)C)=O)C=CS2)OC2=C(C=C(C=C2C)F)C